(R)-5-(4-((2-(4-methyl-1-oxo-1,3-dihydroisobenzofuran-5-yl)morpholino)methyl)-1H-pyrazol-1-yl)pyridine-3-carbonitrile CC1=C2COC(C2=CC=C1[C@H]1OCCN(C1)CC=1C=NN(C1)C=1C=C(C=NC1)C#N)=O